2-fluoro-5-formylbenzene-1,3-dinitrile FC1=C(C=C(C=C1C#N)C=O)C#N